N-(3-(2-Fluoro-7-(methylsulfonyl)-2,3-dihydro-[1,4]dioxino[2,3-c]pyridin-5-yl)-1-methyl-1H-pyrrolo[2,3-c]pyridin-5-yl)acetamide FC1OC2=C(C(=NC(=C2)S(=O)(=O)C)C2=CN(C3=CN=C(C=C32)NC(C)=O)C)OC1